[(6S)-6-({[tert-butyl(dimethyl)silyl]oxy}methyl)-5-azaspiro[2.4]hept-5-yl]methanone [Si](C)(C)(C(C)(C)C)OC[C@H]1N(CC2(CC2)C1)C=O